ClC=1C(=CC(=C(C1)C=1C=C2C(=NN=C(C2=CC1)NCC1=C(C=C(C=C1)OC)OC)C)OC)OC(F)(F)F 6-[5-CHLORO-2-METHOXY-4-(TRIFLUOROMETHOXY)PHENYL]-N-[(2,4-DIMETHOXYPHENYL)METHYL]-4-METHYLPHTHALAZIN-1-AMINE